[2-(aminomethyl)-3,3-difluoro-allyl]-4-[3-fluoro-4-(4-methylsulfonylphenyl)phenyl]-1,2,4-triazol-3-one trifluoroacetate salt FC(C(=O)O)(F)F.NCC(CC=1N(C(NN1)=O)C1=CC(=C(C=C1)C1=CC=C(C=C1)S(=O)(=O)C)F)=C(F)F